FCCCCCCCCC(CCCCCCCC)OC(CCCCCNCCCCO)=O.CC=1C=C(C=CC1C)OC 3,4-dimethyl-anisole 1-fluoroheptadecan-9-yl-6-((4-hydroxybutyl)amino)hexanoate